(1R,6S)-2,2-difluoro-6-(((R)-1-phenylethyl)amino)cyclohexyl methanesulfonate CS(=O)(=O)O[C@H]1C(CCC[C@@H]1N[C@H](C)C1=CC=CC=C1)(F)F